4-(2-aminoethyl)-p-Hydroxyphenethylamine NCCC1(CC=C(CCN)C=C1)O